COC(=O)C=1C=CC2=C(N(C(=N2)[C@@H](CC)N2CCC(CC2)C2=NC(=CC=C2)OCC2=C(C=C(C=C2)Cl)F)C[C@H]2OCC2)C1 2-((R)-1-(4-(6-((4-chloro-2-fluorobenzyl)oxy)pyridin-2-yl)piperidin-1-yl)propyl)-1-(((S)-oxetan-2-yl)methyl)-1H-benzo[d]imidazole-6-carboxylic acid methyl ester